ClC1=C(C=CC=C1F)C1=NNC2=NC(=CN=C21)N2CCC1([C@@H](COC1)N)CC2 (S)-8-(3-(2-chloro-3-fluorophenyl)-1H-pyrazolo[3,4-b]-pyrazin-6-yl)-2-oxa-8-azaspiro[4.5]-decan-4-amine